N2-tert-butyl-9-(2-(pyrrolidin-2-yl)ethyl)-N8-(3-(trifluoromethyl)phenyl)-9H-purine-2,8-diamine C(C)(C)(C)NC1=NC=C2N=C(N(C2=N1)CCC1NCCC1)NC1=CC(=CC=C1)C(F)(F)F